N1N=CC=2CCCC(C12)C(=O)O 4,5,6,7-tetrahydro-1H-indazole-7-carboxylic acid